ClCCNC(=O)NC(C)C (2-chloroethyl)-3-isopropyl-urea